3-(4-(benzyloxy)-7-methoxy-1-oxoisoindolin-2-yl)piperidine-2,6-dione C(C1=CC=CC=C1)OC1=C2CN(C(C2=C(C=C1)OC)=O)C1C(NC(CC1)=O)=O